CC1=CC=C(CN2C(CC3=CC=C(C=C23)C(=O)N)=O)C=C1 (4-methylbenzyl)-2-oxoindoline-6-carboxamide